4-methyl-6-(1-methyl-1H-pyrazol-4-yl)pyridin CC1=CC=NC(=C1)C=1C=NN(C1)C